1-(2,2-dimethylpropyl)-3-quinolin-3-ylurea CC(CNC(=O)NC=1C=NC2=CC=CC=C2C1)(C)C